3-(5-(tert-butyl)-1,2,4-oxadiazol-3-yl)bicyclo[1.1.1]pentane C(C)(C)(C)C1=NC(=NO1)C12CC(C1)C2